tert-Butyl 5-amino-4-(5-(((1S,2S,SR)-2-((tert-butoxycarbonyl)amino)-5-hydroxy-5-methylcyclohexyl)methyl)-1-oxoisoindolin-2-yl)-5-oxopentanoate NC(C(CCC(=O)OC(C)(C)C)N1C(C2=CC=C(C=C2C1)C[C@@H]1[C@H](CC[C@](C1)(C)O)NC(=O)OC(C)(C)C)=O)=O |&1:26|